N-(cyanomethyl)-4-(2-((1-(3,3-difluorocyclobutyl)-1H-pyrazol-4-yl)amino)-5-methylpyrimidin-4-yl)benzamide C(#N)CNC(C1=CC=C(C=C1)C1=NC(=NC=C1C)NC=1C=NN(C1)C1CC(C1)(F)F)=O